[N+](=O)(OC(C)(C(C)(C)Cl)C)[O-] 3-chloro-2,3-dimethyl-2-butyl nitrate